2-(2-(tert-Butoxy)ethoxy)-8-((4-ethyl-2-fluorophenyl)amino)-5,7-dimethyl-3,4-dihydro-2,7-naphthyridine-1,6(2H,7H)-dione C(C)(C)(C)OCCON1C(C2=C(N(C(C(=C2CC1)C)=O)C)NC1=C(C=C(C=C1)CC)F)=O